C(\C=C(/C)\CCC=C(C)C)C=1C(=C(C=2OC3=CC(=CC(=C3C(C2CC=C(C)C)=O)O)O)C=CC1O)O 3'-Geranyl-3-prenyl-2',4',5,7-tetrahydroxyflavone